O=C1NC2=C(N1)C=CC(=C2)NC(=O)C=2C=1CCNC1C=CC2 N-(2-oxo-2,3-dihydro-1H-benzo[d]imidazol-5-yl)indoline-4-carboxamide